1-(2,2-Dimethoxyethyl)-5-(3,4-dimethoxyphenyl)-1H-1,2,3-triazole COC(CN1N=NC=C1C1=CC(=C(C=C1)OC)OC)OC